C[Bi]1O[Bi](O1)C 2,4-dimethyl-1,3,2,4-dioxadibismetane